C(CC)(=O)OCCCCC1CCOCC1 4-(tetrahydropyran-4-yl)-butyl propionate